C(=O)O.ClC1=C(C=C(C=C1)F)N=C(N)C1=C(C=2N(N=C1)C=C(C2)C=2C=NC(=CC2)OC)N[C@@H]2CC[C@H](CC2)NCCC N'-(2-chloro-5-fluorophenyl)-6-(6-methoxypyridin-3-yl)-4-[[trans-4-(propylamino)cyclohexyl]amino]pyrrolo[1,2-b]pyridazine-3-carboximidamide formic acid salt